1-butyl-3-(3-hydroxypropyl)-8-(3-tricyclo[3.3.1.03,7]nonanyl)-7H-purine-2,6-dione C(CCC)N1C(N(C=2N=C(NC2C1=O)C12CC3CC2CC(C1)C3)CCCO)=O